ethyl-dihydroxyethyl-methyl-ammonium chloride [Cl-].C(C)[NH+](C)CC(O)O